C1=CC=C(C=C1)C(=O)O[C@@H]2[C@H]([C@@H]([C@H](O[C@H]2OC3=CC=CC=C3CO)CO)O)O The molecule is an aryl beta-D-glucoside that is salicin in which the hydrogen of the 2-hydroxy group is replaced by a benzoyl group. It is found in the leaves and bark of willows and poplars. It has a role as a plant metabolite. It is a member of benzyl alcohols, a benzoate ester, a monosaccharide derivative, an aryl beta-D-glucoside and an aromatic primary alcohol. It derives from a salicin.